2,4-dichloro-5,7-dihydro-pyrrolo[3,4-d]pyrimidine-6-carboxylic acid tertbutyl ester C(C)(C)(C)OC(=O)N1CC=2N=C(N=C(C2C1)Cl)Cl